2-(4-(6-((2S,6R)-2,6-dimethylmorpholino)imidazo[1,2-b]pyridazin-3-yl)-1H-pyrazol-1-yl)acetonitrile C[C@@H]1O[C@@H](CN(C1)C=1C=CC=2N(N1)C(=CN2)C=2C=NN(C2)CC#N)C